C1(CC1)C=1C=C(C=CC1)C([C@H](C)NC([C@H](C)N1C(OC2=C(C1=O)N=CC=C2OC)=O)=O)C2=CC(=CC=C2)C2CC2 (S)-N-((S)-1,1-bis(3-cyclopropylphenyl)propan-2-yl)-2-(8-methoxy-2,4-dioxo-2H-pyrido[2,3-e][1,3]oxazin-3(4H)-yl)propanamide